C(C)(C)(C)OC(=O)N1CC(C1)C[N+]=1NC=CC1 2-((1-(tert-butoxycarbonyl)azetidin-3-yl)methyl)-1H-pyrazol-2-ium